C(C)(C)(C)OC(=O)NC(CC(=O)OC)C1=CC(=C(C=C1)C)CN1S(OC2=C(C1)C=C(C=C2)O)(=O)=O methyl 3-[(tert-butoxycarbonyl)amino]-3-{3-[(6-hydroxy-2,2-dioxo-2H-1,2λ6,3-benzoxathiazin-3(4H)-yl)methyl]-4-methylphenyl}propanoate